O=C1N(CCC1NC(OC(C)(C)C)=O)CC(F)(F)F tert-Butyl (2-oxo-1-(2,2,2-trifluoroethyl)pyrrolidin-3-yl)carbamate